O=C1NC(CCC1N1C(C2=CC=C(C=C2C1=O)N1CCN(CC1)CC#CC1CCNCC1)=O)=O 2-(2,6-dioxopiperidin-3-yl)-5-(4-(3-(piperidin-4-yl)prop-2-yn-1-yl)piperazine-1-yl)isoindole-1,3-dione